Cl.ClC=1C=C2C=C(NC2=CC1OCC1=NC(=CC=C1)F)CN (5-chloro-6-((6-fluoropyridin-2-yl)methoxy)-1H-indol-2-yl)methanamine hydrochloride